mono-(2-hydroxyethyl methacrylate) phosphate P(=O)(O)(O)O.OCCC=C(C(=O)O)C